3-cyclopropyl-1-(2-(((1S,3S)-3-((5-(difluoromethoxy)pyrimidin-2-yl)amino)cyclopentyl)amino)pyrimidin-5-yl)pyridin-2(1H)-one C1(CC1)C=1C(N(C=CC1)C=1C=NC(=NC1)N[C@@H]1C[C@H](CC1)NC1=NC=C(C=N1)OC(F)F)=O